C(C)(C)(C)C=1C=C(CC2=C(C(=C(C(=C2C)CC2=CC(=C(C(=C2)C(C)(C)C)O)C(C)(C)C)C)CC2=CC(=C(C(=C2)C(C)(C)C)O)C(C)(C)C)C)C=C(C1O)C(C)(C)C 1,3,5-tris(3,5-di-t-butyl-4-hydroxybenzyl)trimethylbenzene